C1(CC1)NC(C([C@H](C[C@H]1C(NCC1)=O)NC(=O)[C@H]1N(CC2=CC=CC=C2C1)C(=O)OC(C)(C)C)O)=O tert-butyl (3S)-3-(((2S)-4-(cyclopropylamino)-3-hydroxy-4-oxo-1-((S)-2-oxopyrrolidin-3-yl) butan-2-yl) carbamoyl)-3,4-dihydroisoquinoline-2(1H)-carboxylate